(S,E)-3-(2,3-dihydrobenzo[b][1,4]dioxin-2-yl)-N'-hydroxybenzimidamide O1C2=C(OC[C@@H]1C=1C=C(/C(/N)=N\O)C=CC1)C=CC=C2